F[C@@H]1C[C@H](N(C1)C(CCC=1C=NNC1)=O)C(=O)N[C@H](C1=CC=C(C=C1)C(C)C)C1=CC=CC=C1 (2S,4R)-4-fluoro-N-[(S)-phenyl[4-(propan-2-yl)phenyl]methyl]-1-[3-(1H-pyrazol-4-yl)propanoyl]pyrrolidine-2-carboxamide